2-(2-ethyl-6-(2-methyl-6-(trifluoromethyl)morpholino)pyridin-3-yl)spiro[3.3]heptane-2,6-diamine C(C)C1=NC(=CC=C1C1(CC2(C1)CC(C2)N)N)N2CC(OC(C2)C(F)(F)F)C